(2S)-2-((4-bromophenoxy)methyl)-6-(isopropoxymethyl)-1,4-dioxane BrC1=CC=C(OC[C@H]2OC(COC2)COC(C)C)C=C1